FC=1C=C(C=CC1B(O)O)C1=CC=C(C=C1)CCC 3-fluoro-4'-propyl-4-biphenylboronic acid